FC=1C=C(C=CC1OC(F)(F)F)B(O)O (3-fluoro-4-(trifluoro-methoxy)phenyl)boronic acid